7-bromo-3-(3-methoxybenzyl)-N-(4-(pyrrolidin-1-yl)butyl)-5H-pyrido[4,3-b]indol-1-amine BrC=1C=CC=2C3=C(NC2C1)C=C(N=C3NCCCCN3CCCC3)CC3=CC(=CC=C3)OC